C(\C=C/CCCCCCC)(=O)O cis-decenoic acid